ClC1=NS(=NC=2C(=CC(=CC12)C(F)(F)F)Cl)(C)=O 5,10-dichloro-3-methyl-8-(trifluoromethyl)-3λ6-thia-2,4-diazabicyclo[4.4.0]deca-1(6),2,4,7,9-pentaene 3-oxide